tert-butyl (3-(3-(bis(benzyloxy)phosphoryl)-N-(3-(4-(5-(4-methyl-piperazin-1-yl)-1H,1'H-[2,5'-bibenzo-[d]imidazol]-2'-yl)phenoxy)propyl)propanamido)propyl)-carbamate C(C1=CC=CC=C1)OP(=O)(OCC1=CC=CC=C1)CCC(=O)N(CCCOC1=CC=C(C=C1)C1=NC2=C(N1)C=CC(=C2)C2=NC1=C(N2)C=CC(=C1)N1CCN(CC1)C)CCCNC(OC(C)(C)C)=O